C(O[C@H](C)[C@H](C)OP(=O)(OCC1=CC=CC=C1)OCC1=CC=CC=C1)(OCCl)=O (2R,3S)-3-((bis(benzyloxy)phosphoryl)oxy)butan-2-yl (chloromethyl) carbonate